NC1=C(C(=NC=N1)OC=1C=C(C=CC1)NC(C=C)=O)C1=CC=C(C=C1)OC1=CC(=CC=C1)C#N N-(3-((6-Amino-5-(4-(3-cyanophenoxy)phenyl)pyrimidin-4-yl)oxy)phenyl)acrylamid